BrC1=C2C=NN(C2=CC(=C1Cl)C)C1OCCCC1 D-4-bromo-5-chloro-6-methyl-1-(tetrahydro-2H-pyran-2-yl)-1H-indazole